1-(3-Aminopyridin-2-yl)imidazolidin-2-one NC=1C(=NC=CC1)N1C(NCC1)=O